5-(2-{5-[(3R,5R)-3-amino-5-fluoropiperidine-1-carbonyl]-7-methoxy-1-methyl-1H-1,3-benzodiazol-2-yl}-1-(cyclopropylmethyl)-1H-indol-6-yl)-1H,2H,3H-pyrrolo[2,3-b]pyridin-2-one N[C@H]1CN(C[C@@H](C1)F)C(=O)C1=CC2=C(N(C(=N2)C=2N(C3=CC(=CC=C3C2)C=2C=C3C(=NC2)NC(C3)=O)CC3CC3)C)C(=C1)OC